cis-8-bromo-2,3,3a,4-tetrahydro-1H-cyclopenta[c]isoquinolin-5(9bH)-one BrC1=CC=2[C@@H]3[C@H](NC(C2C=C1)=O)CCC3